3-chloro-N-(3-chloro-4-(1,2,3,6-tetrahydropyridin-4-yl)phenyl)-4-(1,2,3,6-tetrahydropyridin-4-yl)benzamide ClC=1C=C(C(=O)NC2=CC(=C(C=C2)C=2CCNCC2)Cl)C=CC1C=1CCNCC1